5-bromo-2-isobutylbenzo[b]thiophene-4-thiol BrC1=C(C2=C(SC(=C2)CC(C)C)C=C1)S